dibromo-9,9'-bianthracene BrC1=C2C=CC=CC2=C(C2=CC=CC=C12)C=1C2=CC=CC=C2C(=C2C=CC=CC12)Br